({4-[(1S)-1-(3-pyridylcarbonylamino)ethyl]phenyl}amino)-N-[(4-chlorophenyl)methyl]carboxamide N1=CC(=CC=C1)C(=O)N[C@@H](C)C1=CC=C(C=C1)NC(=O)NCC1=CC=C(C=C1)Cl